3-(benzo[d]thiazol-4-yl)cyclobutanol S1C=NC2=C1C=CC=C2C2CC(C2)O